[Na+].CC(C(S(=O)(=O)[O-])NC(C=C)=O)C 2-methyl-[(1-oxo-2-propenyl)amino]-1-propanesulfonic acid sodium salt